BrC=1C(=NC(=C(N1)Br)C)N 3,5-dibromo-6-methylpyrazin-2-amine